N-[7-methoxy-4-(1-methyl-1H-pyrazol-4-yl)-1H-1,3-benzodiazol-2-yl]-1,4-dioxa-8-azaspiro[4.5]decane-8-carboxamide COC1=CC=C(C2=C1NC(=N2)NC(=O)N2CCC1(OCCO1)CC2)C=2C=NN(C2)C